CC1(OB(OC1(C)C)C1=CC(=NC=C1)N)C 4-(4,4,5,5-tetramethyl-1,3,2-dioxaborolan-2-yl)pyridin-2-amine